N-(3-cyano-4-methyl-1H-indol-7-yl)-2-(1-hydroxy-1-methyl-ethyl)thiazole-5-sulfonamide C(#N)C1=CNC2=C(C=CC(=C12)C)NS(=O)(=O)C1=CN=C(S1)C(C)(C)O